2-{[2-(2,6-dioxopiperidin-3-yl)-1-oxo-2,3-dihydro-1H-isoindol-5-yl]oxy}acetaldehyde O=C1NC(CCC1N1C(C2=CC=C(C=C2C1)OCC=O)=O)=O